CN1N=CC2=C(C=C(C=C12)/C=C/C(=O)N1CCOCC1)[N+](=O)[O-] (E)-3-(1-methyl-4-nitro-1H-indazol-6-yl)-1-morpholinoprop-2-en-1-one